CN1C[C@H](CCC1)OC=1C=C(C(=O)N[C@H](C)C=2C=NC(=NC2)C(F)(F)F)C=C(C1)C=1SC(=CN1)C 3-{[(3S)-1-methylpiperidin-3-yl]oxy}-5-(5-methyl-1,3-thiazol-2-yl)-N-{(1R)-1-[2-(trifluoromethyl)pyrimidin-5-yl]ethyl}benzamide